The molecule is an L-cysteine derivative in which the thiol hydrogen of L-cysteine is replaced by an adenosyl group. It is a member of adenosines, an organic sulfide and a L-cysteine derivative. C1=NC(=C2C(=N1)N(C=N2)[C@H]3[C@@H]([C@@H]([C@H](O3)CSC[C@@H](C(=O)O)N)O)O)N